iron-cobalt imidazole N1C=NC=C1.[Co].[Fe]